1-ethyl-2-methylpropyl crotonate C(\C=C\C)(=O)OC(C(C)C)CC